6-chloro-2-(5-(1,1-difluoro-2-methoxyethyl)-4H-1,2,4-triazol-3-yl)-7-fluoro-5-methoxy-3-(1H-pyrazol-4-yl)-1H-indole ClC1=C(C=C2C(=C(NC2=C1F)C1=NN=C(N1)C(COC)(F)F)C=1C=NNC1)OC